OCCC=C(C(=O)OS(=O)[O-])C Hydroxyethyl-methacryloylhydrogensulfit